cis-N-(3-(5-fluoropyridin-3-yl)phenyl)-3-methyl-6-azabicyclo[3.1.1]heptane-6-carboxamide FC=1C=C(C=NC1)C=1C=C(C=CC1)NC(=O)N1C2CC(CC1C2)C